N-((S)-(4,4-difluoro-cyclohexyl)(5-((S)-2-methoxy-1-((S)-2-oxo-4-(trifluoromethyl)imidazolidin-1-yl)ethyl)benzo[d]oxazol-2-yl)methyl)-5-isopropyl-isoxazole-4-carboxamide FC1(CCC(CC1)[C@H](NC(=O)C=1C=NOC1C(C)C)C=1OC2=C(N1)C=C(C=C2)[C@@H](COC)N2C(N[C@@H](C2)C(F)(F)F)=O)F